C(CCCCCCCCCCCCCCC)OC(CCSCCCC(NCCN1CCN(CC1)CCNCCNC(CCCSCCC(=O)OCCCCCCCCCCCCCCCC)=N)=N)=O hexadecyl 3-((4-((2-((2-(4-(2-(4-((3-(hexadecyloxy)-3-oxopropyl)thio)butanimidamido)ethyl)piperazin-1-yl)ethyl)amino)ethyl)amino)-4-iminobutyl)thio)propanoate